(2-(benzyloxy)-3,5-difluorophenyl)boronic acid C(C1=CC=CC=C1)OC1=C(C=C(C=C1F)F)B(O)O